zinc coumarate C(\C=C\C1=CC=C(C=C1)O)(=O)[O-].[Zn+2].C(\C=C\C1=CC=C(C=C1)O)(=O)[O-]